C12C3C(OC(CC3C(C(OC1=O)=O)C2)=O)=O 4,10-dioxatricyclo[6.3.1.02,7]dodecane-3,5,9,11-tetraone